NC1=NC(=C2N=CN(C2=N1)[C@H]1C([C@@H]([C@H](O1)CO)O)(Cl)Cl)NC (2r,3r,5r)-5-(2-amino-6-(methylamino)-9H-purin-9-yl)-4,4-dichloro-2-(hydroxymethyl)tetrahydrofuran-3-ol